[Zn].CC1=C(N=CN1)C dimethylimidazole zinc salt